C(CCCCCC)OCC(C)O propylene glycol mono-heptyl ether